bis(dimethylthiocarbamoyl) disulphide CN(C(=S)SSC(N(C)C)=S)C